NC=1C(=C(C=C2C=C(N=CC12)NC(=O)NC)C=1C=NC=CC1C)C#N 1-(8-amino-7-cyano-6-(4-methylpyridin-3-yl)isoquinolin-3-yl)-3-methylurea